BrCC1=CC=C(C=C1)CNC1=C2C(N(C(C2=CC=C1)=O)C1C(NC(CC1)=O)=O)=O 4-({[4-(bromomethyl)phenyl]methyl}amino)-2-(2,6-dioxopiperidin-3-yl)-2,3-dihydro-1H-isoindole-1,3-dione